FC=1C=C(C=C(C1)F)[C@H]1N(C(C(N(C1)C(=O)OC(C)(C)C)C1CCOCC1)=O)C1=NC=C(C=C1)C1=NOC(=N1)C(F)(F)F tert-butyl (5R)-5-(3,5-difluorophenyl)-3-oxo-2-(tetrahydro-2H-pyran-4-yl)-4-(5-(5-(trifluoromethyl)-1,2,4-oxadiazol-3-yl)pyridin-2-yl)piperazine-1-carboxylate